N-(trans-4-((5-cyanopyridin-2-yl)amino)cyclohexyl)-N-(4-(1-methyl-1H-pyrazol-4-yl)phenyl)propanamide C(#N)C=1C=CC(=NC1)N[C@@H]1CC[C@H](CC1)N(C(CC)=O)C1=CC=C(C=C1)C=1C=NN(C1)C